(1S,2S)-2-fluoro-cyclopropylformic acid F[C@@H]1[C@@H](C1)C(=O)O